N1(C=NC=C1)C(=O)OCCOC 2-Methoxyethyl 1H-imidazole-1-carboxylate